BrC=1C=C(C=C2C1C(OC(C21CCOCC1)=O)C)F 8-bromo-6-fluoro-1-methyl-2',3',5',6'-tetrahydrospiro[isochromane-4,4'-pyran]-3-one